C1([C@H](O)[C@@H](O)[C@H](O)[C@H](O1)CO)OC[C@H]([C@@H]([C@H](CO)O)O)O 5-O-D-glucopyranosyl-xylitol